(1r,2s)-cis-cyclohexane-1,2-dicarboxylic acid calcium salt [Ca+2].[C@@H]1([C@H](CCCC1)C(=O)[O-])C(=O)[O-]